CC1=C(C=CC(=C1)NC(=O)OC(C)(C)C)O methyl-4-(BOC-amino)-phenol